CN1N=NC(=C1NC(O[C@H](C(F)(F)F)C1=C(C=CC=C1)F)=O)C1=NC(=C(C=C1)NS(=O)(=O)C)C (S)-2,2,2-trifluoro-1-(2-fluorophenyl)ethyl (1-methyl-4-(6-methyl-5-(methylsulfonamido)pyridin-2-yl)-1H-1,2,3-triazol-5-yl)carbamate